(RS)-4-((6-(4-(1H-pyrazol-5-yl)phenyl)-2,2-difluoro-7-azaspiro[3.5]non-7-yl)methyl)-5-cyclopropyl-7-methyl-1H-indole-1-carboxylic acid tert-butyl ester C(C)(C)(C)OC(=O)N1C=CC2=C(C(=CC(=C12)C)C1CC1)CN1[C@H](CC2(CC(C2)(F)F)CC1)C1=CC=C(C=C1)C1=CC=NN1 |r|